mentholide C1(CC(C(CC1)C(C)C)[O-])C